FC1=C2C=3C(=C(C(=C(C3C=CC2=CC=C1)F)F)F)F pentafluoro-phenanthrene